N-[2-(2-aminoethoxy)ethyl]-4-[[3-(2,3-difluoro-4-methoxy-phenyl)imidazo[1,2-a]pyrazin-8-yl]amino]-2-ethyl-benzamide NCCOCCNC(C1=C(C=C(C=C1)NC=1C=2N(C=CN1)C(=CN2)C2=C(C(=C(C=C2)OC)F)F)CC)=O